2,4,5-trifluorophenylacetonitrile FC1=C(C=C(C(=C1)F)F)CC#N